C[C@@H](CCC)OC1=NC(=C2N=C(N(C2=N1)C1OCCCC1)OC)N [(1S)-1-methylbutyl]oxyl-8-(methyloxy)-9-(tetrahydro-2H-pyran-2-yl)-9H-purin-6-amine